C(O)(O)=O.C(C(C)O)O Propylenglycol Carbonat